OC1=NC2=CC(=C(C=C2C(=N1)O)OC)OC 2,4-dihydroxy-6,7-dimethoxyquinazoline